3-(1-methyl-1H-pyrazol-4-yl)urea CN1N=CC(=C1)NC(N)=O